N-[(3S)-3-carboxy-3-{[4-chloro-3-(trifluoromethyl)benzene-1-sulfonyl]amino}propyl]-N-methyl-β-alanyl-3-(pyridin-4-yl)-L-alanyl-N-(4-carbamoylphenyl)-3-(dimethylamino)-L-alaninamide C(=O)(O)[C@H](CCN(CCC(=O)N[C@@H](CC1=CC=NC=C1)C(=O)N[C@@H](CN(C)C)C(=O)NC1=CC=C(C=C1)C(N)=O)C)NS(=O)(=O)C1=CC(=C(C=C1)Cl)C(F)(F)F